3-(1,3-dithian-2-yl)-5-fluoro-4-(4-methoxyphenylmethyloxy)aniline S1C(SCCC1)C=1C=C(N)C=C(C1OCC1=CC=C(C=C1)OC)F